C(#N)C1=C(OC2=CC(=NC=N2)OC2=C(C=CC=C2)C(C(=O)OC)C(OC)OC)C=CC=C1 methyl 2-[2-[6-(2-cyanophenoxy)-pyrimidine-4-oxy] phenyl]-3,3-dimethoxypropionate